1-{2-fluoro-4-methyl-5-[(2,2,2-trifluoroethyl)sulfinyl]Phenyl}-3-(trifluoromethyl)-1H-1,2,4-triazole-5-amine FC1=C(C=C(C(=C1)C)S(=O)CC(F)(F)F)N1N=C(N=C1N)C(F)(F)F